ClC1=C(C=CC(=C1)F)C1=CC(OC2=CC(=CC=C12)O[C@@H](C(=O)NC1=NC=CC=C1)C)=O 2-[[(2R)-2-[4-(2-Chloro-4-fluoro-phenyl)-2-oxo-chromen-7-yl]oxypropanoyl]amino]pyridin